C1(CCC1)C=1C(=NN(C1NC(OCC(F)F)=O)C)C1CC(C1)(F)F 2,2-difluoroethyl (4-cyclobutyl-3-(3,3-difluorocyclobutyl)-1-methyl-1H-pyrazol-5-yl)carbamate